ClC=1C=NN2C1C(=CC(=C2)C=2N=NN(C2C)C2CCN(CC2)C(=O)OC(C)(C)C)OC tert-Butyl 4-(4-(3-chloro-4-methoxypyrazolo[1,5-a]pyridin-6-yl)-5-methyl-1H-1,2,3-triazol-1-yl)piperidine-1-carboxylate